BrC1=C(C=C2N=C(C(N(C2=C1)C=1C(=NC=CC1)OC)=O)Cl)Cl 7-bromo-3,6-dichloro-1-(2-methoxypyridin-3-yl)quinoxaline-2(1H)-on